5-(3-methoxyphenyl)-2-(4-(methylsulfanyl)phenyl)Oxazole-4-carboxylic acid ethyl ester C(C)OC(=O)C=1N=C(OC1C1=CC(=CC=C1)OC)C1=CC=C(C=C1)SC